C(CCCCCCCCCCCCCCCCC)C([N+](B(C1=C(C(=C(C(=C1F)F)F)F)F)C1=C(C(=C(C(=C1F)F)F)F)F)(C1=C(C(=C(C(=C1F)F)F)F)F)C1=C(C(=C(C(=C1F)F)F)F)F)CCCCCCCCCCCCCCCCCC bis(octadecyl)methyltetrakis(pentafluorophenyl)boranaminium